tert-butyl 4-[3-[4-chloro-3-(2,4-dioxohexahydropyrimidin-1-yl)phenyl]prop-2-ynyl]piperazine-1-carboxylate ClC1=C(C=C(C=C1)C#CCN1CCN(CC1)C(=O)OC(C)(C)C)N1C(NC(CC1)=O)=O